(3-((5-((tert-Butoxycarbonyl)amino)pentyl)oxy)phenyl)acetic acid C(C)(C)(C)OC(=O)NCCCCCOC=1C=C(C=CC1)CC(=O)O